C(C)(C)OC([C@@H](C[C@@H](CC1=CC=C(C=C1)C1=C(C=CC(=C1)Cl)Cl)NC(=O)C1=CC2=C(N=NN2O)C=C1)O)=O (2R,4R)-5-(2',5'-Dichlorobiphenyl-4-yl)-2-hydroxy-4-[(3-hydroxy-3H-benzotriazole-5-carbonyl)-amino]-pentanoic acid isopropyl ester